1,7-bis(acridin-9-yl)-n-heptane C1=CC=CC2=NC3=CC=CC=C3C(=C12)CCCCCCCC=1C2=CC=CC=C2N=C2C=CC=CC12